acrylic acid-13C [13C](C=C)(=O)O